N[C@H]1C[C@H](COC1C1=C(C=CC(=C1)F)F)N1[C@@H](C(NCC1)=O)COC(C)(C)C (3R)-4-[(3R,5S)-5-amino-6-(2,5-difluorophenyl)tetrahydropyran-3-yl]-3-(tert-butyloxymethyl)piperazin-2-one